ClC1=C(C(=CC=C1)F)NC(C1=C(C=C(C(=C1)F)NC(=O)N(C)CC#N)O[C@H](C(F)(F)F)C)=O (S)-N-(2-chloro-6-fluorophenyl)-4-(3-(cyanomethyl)-3-methylureido)-5-fluoro-2-((1,1,1-trifluoropropan-2-yl)oxy)benzamide